3-Methyl-2-oxo-N-(5-((5-(trifluoromethyl)pyridin-2-yl)oxy)-1H-indazol-7-yl)-imidazolidine-4-carboxamide CN1C(NCC1C(=O)NC=1C=C(C=C2C=NNC12)OC1=NC=C(C=C1)C(F)(F)F)=O